C(C(=C)C)(=O)OCC1C=C(CCC1)OC1=CC(CCC1)COC(C(=C)C)=O 3-methacryloxymethylcyclohexenyl oxide